N-(2-methoxy-4-aminophenyl)-3-bromobenzamide COC1=C(C=CC(=C1)N)NC(C1=CC(=CC=C1)Br)=O